ClC1=CC=C2C=C(C(=NC2=C1C)C(=O)[O-])C(=O)[O-] 7-chloro-8-methylquinoline-2,3-dicarboxylate